C(C1=CC=CC=C1)NC1CC(NC1)C(=O)O 4-(benzylamino)pyrrolidine-2-carboxylic acid